((trans)-3-((6-(1-methyl-1H-pyrazol-4-yl)pyrazolo[1,5-a]pyrazin-4-yl)oxy)cyclopentyl)acrylamide CN1N=CC(=C1)C=1N=C(C=2N(C1)N=CC2)O[C@@H]2C[C@H](CC2)C(C(=O)N)=C